FC1=CC(=C(C=C1C1=NN=C(N1)OC)NC(=O)C=1C=NN2C1C=CC=C2)C N-[4-Fluoro-5-(5-methoxy-4H-1,2,4-triazol-3-yl)-2-methylphenyl]pyrazolo[1,5-a]pyridine-3-carboxamide